tert-butyl (S)-4-(4-bromo-5-fluoro-2-(N-(2-isopropyl-4-methylpyridin-3-yl)-2-nitroacetamido) benzoyl)-3-methylpiperazine-1-carboxylate BrC1=CC(=C(C(=O)N2[C@H](CN(CC2)C(=O)OC(C)(C)C)C)C=C1F)N(C(C[N+](=O)[O-])=O)C=1C(=NC=CC1C)C(C)C